C(C1=CC=CC=C1)[C@@H]1N(C(C=C(C1)C=1N=C2N(C1)CCC2)C2=CC=C(C=C2)C(=O)OC)C(=O)O.CN(CC(=O)O)S(=O)(=O)C2=CC=C(C)C=C2 methyl-p-toluenesulfonyl-glycine Benzyl-(S)-4-(6,7-dihydro-5H-pyrrolo[1,2-a]imidazol-2-yl)-6-(4-(methoxycarbonyl)phenyl)-3,6-dihydropyridine-1(2H)-carboxylate